2-{3-[Acryloyl(methyl)amino]azetidin-1-yl}-N-(2-methoxyethyl)-5H-pyrrolo[2,3-b]pyrazin-7-carboxamid C(C=C)(=O)N(C1CN(C1)C=1N=C2C(=NC1)NC=C2C(=O)NCCOC)C